FC(C(C(C(F)(F)F)(F)F)(F)F)(S(=O)(=O)OC=1CCN(C(C1)C)C(=O)OC(C)(C)C)F 6-methyl-1-{[(2-methylprop-2-yl) oxy] carbonyl}-1,2,3,6-tetrahydropyridine-4-yl 1,1,2,2,3,3,4,4,4-nonafluorobutane-1-sulfonate